FC1=C(C(=C(C(=C1[B-](C1=C(C(=C(C(=C1F)F)F)F)F)(C1=C(C(=C(C(=C1F)F)F)F)F)C1=C(C(=C(C(=C1F)F)F)F)F)F)F)F)F.C(C)(=O)C1=C(C=C(C=C1)SC1=CC=C(C=C1)[S+](C1=CC=C(C=C1)SC1=CC(=C(C=C1)C(C)=O)CC)C1=CC=C(C=C1)SC1=CC(=C(C=C1)C(C)=O)CC)CC tris[4-(4-acetyl-3-ethylphenylthio)phenyl]sulfonium tetrakis(pentafluorophenyl)borate